2-chloro-6-(1-methyl-1H-pyrazol-4-yl)pyrimidine-4-carboxylic acid ClC1=NC(=CC(=N1)C(=O)O)C=1C=NN(C1)C